ClC1=CC=C(C=C1)N1N=C([C@@]2([C@@H](N(C3=CC=CC=C3[C@@H]2C=C)S(=O)(=O)CC2=CC=CC=C2)C2=CC=CC=C2)C1=O)C (2'S,4R,4'S)-1-(4-chlorophenyl)-3-methyl-2'-phenyl-1'-toluenesulfonyl-4'-vinyl-1',4'-dihydro-2'H-spiro[pyrazole-4,3'-quinolin]-5(1H)-one